pimelimide C1(CCCCCC(N1)=O)=O